C(C)(=O)C1=C(C#N)C(=CC=C1)C1=CN=C2N1N=C(C=C2)C2=CC(=CC=C2)O[C@H](CN2N=NN=C2)C 2-acetyl-6-[6-(3-{[(2S)-1-(1H-tetrazol-1-yl)propan-2-yl]oxy}phenyl)imidazo[1,2-b]pyridazin-3-yl]benzonitrile